BrC1=C2CN(C(C2=C(C=C1)Cl)=O)C1CCC(CC1)C(=O)NC1=CC(=C(C=C1)C)OC (1r,4r)-4-(4-bromo-7-chloro-1-oxoisoindolin-2-yl)-N-(3-methoxy-4-methylphenyl)cyclohexanecarboxamide